C(C)(C)(C)C=1C=C(C=C(C1O)C(C)(C)C)CCC(=O)OCC(COC(CCC1=CC(=C(C(=C1)C(C)(C)C)O)C(C)(C)C)=O)(COC(CCC1=CC(=C(C(=C1)C(C)(C)C)O)C(C)(C)C)=O)COC(CCC1=CC(=C(C(=C1)C(C)(C)C)O)C(C)(C)C)=O pentaerythritol tetrakis(3-(3,5-di-tertbutyl-4-hydroxyphenyl) propionate)